1-(3-((4-hydroxy-2-methyl-3-oxo-2-azabicyclo[3.1.0]hex-4-yl)ethynyl)phenyl)-1H-pyrazolo[3,4-b]pyridine-3-carboxamide OC1(C(N(C2CC12)C)=O)C#CC=1C=C(C=CC1)N1N=C(C=2C1=NC=CC2)C(=O)N